CS(=O)(=O)OCCOCCOCCOCCOCCOCC(=O)OCC 2-Ethyl 2-[2-[2-[2-[2-(2-methylsulfonyloxyethoxy)ethoxy]ethoxy]ethoxy]ethoxy]acetate